Rac-N-{4-chloro-5-[3-(3-fluorophenyl)-1,2,4-oxadiazole-5-carbonyl]-1,3-thiazol-2-yl}-N-(4-fluorophenyl)-alanine ethyl ester C(C)OC([C@@H](N(C1=CC=C(C=C1)F)C=1SC(=C(N1)Cl)C(=O)C1=NC(=NO1)C1=CC(=CC=C1)F)C)=O |r|